N(=[N+]=[N-])CCOCCOCCOCCNC(C1=CC(=CC=C1)S(=O)(=O)CC(CCCOC)O)=O N-(2-(2-(2-(2-azidoethoxy)ethoxy)ethoxy)ethyl)-3-((2-hydroxy-5-methoxypentyl)sulfonyl)benzamide